N-(2-((4-(6-azaspiro[2.5]octan-4-yl)butyl)(4-methoxybenzyl)amino)pyrimidin-4-yl)-4-bromo-2-fluorobenzamide C1CC12C(CNCC2)CCCCN(C2=NC=CC(=N2)NC(C2=C(C=C(C=C2)Br)F)=O)CC2=CC=C(C=C2)OC